C1(CC1)C([C@@H](C(=O)NC1=NC(=C(C=C1)C=1C(=NC=C(C1)OC(F)F)C)F)NC(=O)C=1N(N=CC1)C(C)C)C1CC1 N-[(1S)-1-(dicyclopropylmethyl)-2-[[5-[5-(difluoromethoxy)-2-methyl-3-pyridyl]-6-fluoro-2-pyridyl]amino]-2-oxo-ethyl]-2-isopropyl-pyrazole-3-carboxamide